ClC=1C=CC(=C(C(=O)OC)C1)CC(=O)OC methyl 5-chloro-2-(2-methoxy-2-oxoethyl)benzoate